Pyrazine-1-carboxylic acid N1(CC=NC=C1)C(=O)O